4-(5-(2-(2-(2-((6-bromopyridin-3-yl)oxy)ethoxy)ethoxy)ethoxy)benzo[d]oxazol-2-yl)-N1-methyl-2,7-naphthyridine-1,6-diamine BrC1=CC=C(C=N1)OCCOCCOCCOC=1C=CC2=C(N=C(O2)C2=CN=C(C3=CN=C(C=C23)N)NC)C1